1-octadecenol C(=CCCCCCCCCCCCCCCCC)O